C(C)OCC1=C(C=2C(=NC=C(C2)C2=CC=C(CN3CC(CCC3)O)C=C2)N1)C1=CC(=CC=C1)F 1-(4-(2-(ethoxymethyl)-3-(3-fluorophenyl)-1H-pyrrolo[2,3-b]pyridin-5-yl)benzyl)piperidin-3-ol